ClC1=C(OC(C(=O)OCC)(C)C)C(=CC(=C1)CN1N=CN(C1=O)C1=CC=C(C=C1)C(F)(F)F)C Ethyl 2-(2-chloro-6-methyl-4-((5-oxo-4-(4-(trifluoromethyl) phenyl)-4,5-dihydro-1H-1,2,4-triazol-1-yl)methyl)phenoxy)-2-methylpropionate